C(C)(C)(C)OC(=O)N1CCC1N1CCC(CC1)N1CC(C1)N1CCC(CC1)N1N=C(C=2C1=NC=NC2N)C2=CC=C(C=C2)OC2=CC=CC=C2 4-[4-[3-[4-[4-amino-3-(4-phenoxyphenyl)pyrazolo[3,4-d]pyrimidin-1-yl]-1-piperidinyl]azetidin-1-yl]-1-piperidinyl]azetidine-1-carboxylic acid tert-butyl ester